2-cyclohexen-enone C1(C=CC=CC1)=O